F[C@H]1[C@@H]2CCC[C@H](CC1=NC)N2C(=O)OC(C)(C)C |r| racemic-tert-butyl (1S,2S,5R)-2-fluoro-3-(methylimino)-9-azabicyclo[3.3.1]nonane-9-carboxylate